4-(hydroxy)-2,5-dihydrospiro[benzo[g]indole-3,1'-cyclohexane]-2,5-dione OC1=C2C(C3=C(C1=O)C=CC=C3)=NC(C23CCCCC3)=O